1-(4-(dimethylamino)butyl) 3,5-di((9Z,12Z)-octadeca-9,12-dien-1-yl)benzene-1,3,5-tricarboxylate C(CCCCCCC\C=C/C\C=C/CCCCC)C1(CC(=CC(C1)(C(=O)[O-])CCCCCCCC\C=C/C\C=C/CCCCC)C(=O)OCCCCN(C)C)C(=O)[O-]